ClC1=C(C=C(C=C1)F)C(O)C1=C(C2=C(N=C(N2CC2=CC=C(C=C2)OC)N(C)C)C=C1Br)Br (2-chloro-5-fluorophenyl)[4,6-dibromo-2-(dimethylamino)-3-[(4-methoxyphenyl)methyl]benzo[d]imidazol-5-yl]methanol